1-[3-(n-butyloxy)-2-hydroxypropyl]-2,2,6,6-tetramethylpiperidin-4-yl methacrylate C(C(=C)C)(=O)OC1CC(N(C(C1)(C)C)CC(COCCCC)O)(C)C